2-(4,6-dichloro-5-(2-(trifluoromethoxy)phenyl)-1H-benzo[d]imidazol-2-yl)-2-(4-(ethylsulfonyl)-2-fluorophenyl)ethanol ClC1=C(C(=CC=2NC(=NC21)C(CO)C2=C(C=C(C=C2)S(=O)(=O)CC)F)Cl)C2=C(C=CC=C2)OC(F)(F)F